N-(2-(4-(3,5'-dichloro-4-((3,5-difluoropyridin-2-yl)methoxy-d2)-6-methyl-2-carbonyl-2H-[1,4'-bipyridin]-2'-yl)pyridin-2-yl)propan-2-yl)acetamide ClC=1C(N(C(=CC1OC([2H])([2H])C1=NC=C(C=C1F)F)C)C1=CC(=NC=C1Cl)C1=CC(=NC=C1)C(C)(C)NC(C)=O)=C=O